N-(2-carbamoyl-4-cyano-6-methyl-phenyl)-2-cyclopropyl-5-[[5-(trifluoromethyl)tetrazol-2-yl]methyl]pyrazole-3-carboxamide C(N)(=O)C1=C(C(=CC(=C1)C#N)C)NC(=O)C=1N(N=C(C1)CN1N=C(N=N1)C(F)(F)F)C1CC1